3-bromo-5-iodobenzaldehyde BrC=1C=C(C=O)C=C(C1)I